tert-butyl-(3-((1-(4-((1-(tert-butoxycarbonyl)pyrrolidin-3-yl)oxy)-3-(4-(2-hydroxypropan-2-yl)piperidin-1-yl)benzoyl)piperidin-4-yl)oxy)-5-fluorophenyl)piperazine-1-carboxylate C(C)(C)(C)C1(N(CCNC1)C(=O)[O-])C1=CC(=CC(=C1)F)OC1CCN(CC1)C(C1=CC(=C(C=C1)OC1CN(CC1)C(=O)OC(C)(C)C)N1CCC(CC1)C(C)(C)O)=O